O=C1NC2=C(N1)C=CC=C2NC(\C=C\C=2C(=NC(=CC2)C(F)(F)F)N2CCCC2)=O (E)-N-(2-Oxo-2,3-dihydro-1H-benzo[d]imidazol-4-yl)-3-(2-(pyrrolidin-1-yl)-6-(trifluoromethyl)pyridin-3-yl)acrylamid